C(C)(=O)N1CC2(C1)CN(CC2(F)F)C=2C=1N(N=C(C2)C=2C(NC(NC2)=O)=O)C=CN1 5-(8-(2-acetyl-8,8-difluoro-2,6-diazaspiro[3.4]octan-6-yl)imidazo[1,2-b]pyridazin-6-yl)pyrimidine-2,4(1H,3H)-dione